4-(1-benzofuran-2-yl)-2,5-dichloropyrimidine O1C(=CC2=C1C=CC=C2)C2=NC(=NC=C2Cl)Cl